[Si](C)(C)(C(C)(C)C)OCCC(C)(C)C1=C(C=C(C=C1C=C)C=C)O 2-(4-((tert-butyldimethylsilyl)oxy)-2-methylbutan-2-yl)-3,5-divinylphenol